N1,N1,N3,N3,2,2-hexamethylpropane-1,3-diamine CN(CC(CN(C)C)(C)C)C